C(C)(C)(C)OOC(C)(C)C1=CC=C(C=C1)C(C)(C)OOC(C)(C)C 1,4-bis[(t-butyl)peroxyisopropyl]benzene